O=S1(CC=CC2=CC(=CC=C12)NC1=NC=C(C(=N1)N[C@H](CO)C1=CC=CC=C1)C1=NNC(=C1)C)=O (2S)-2-[[2-[(1,1-dioxo-2H-thiochromen-6-yl)amino]-5-(5-methyl-1H-pyrazol-3-yl)pyrimidin-4-yl]amino]-2-phenyl-ethanol